1-((1R,5S,7r)-7-(3-(2-hydroxyphenyl)-5-(isopropoxymethyl)-7H-pyrrolo[2,3-c]pyridazin-6-yl)-3-oxa-9-azabicyclo[3.3.1]nonan-9-yl)prop-2-en-1-one OC1=C(C=CC=C1)C1=CC2=C(N=N1)NC(=C2COC(C)C)C2C[C@H]1COC[C@@H](C2)N1C(C=C)=O